N1(CCN(CCN(CC1)CC=1C(=C(C=C(C1)C)CNC(CO)CO)O)CC=1C(=C(C=C(C1)C)CNC(CO)CO)O)CC=1C(=C(C=C(C1)C)CNC(CO)CO)O 2,2',2''-{1,4,7-triazonane-1,4,7-triyltris[methylene(2-hydroxy-5-methyl-3,1-phenylene)methyleneazanediyl]}tri(propane-1,3-diol)